C(C1=CC=CC=C1)SC1=CC=C(C=C1)NC([C@H](CC1=CC=CC=C1)NC(C1=NC=CC=C1)=O)=O (S)-N-(1-(4-(benzylthio)phenylamino)-1-oxo-3-phenylpropan-2-yl)picolinamide